NC/C(/CN1N=CN(C1=O)CC1=CSC=C1C1=CC=C(C=C1)S(=O)(=O)C)=C\F 2-[(2E)-2-(aminomethyl)-3-fluoroprop-2-en-1-yl]-4-({4-[4-(methylsulfonyl)phenyl]thiophen-3-yl}methyl)-2,4-dihydro-3H-1,2,4-triazol-3-one